C(C=C)(=O)N1C[C@@H](N(CC1)C(C(F)(F)F)=O)C1=CC(=NC(=C1)Cl)C1=CC(=NC=N1)C(=O)NC (S)-6-(4-(4-acryloyl-1-(2,2,2-trifluoroacetyl)piperazin-2-yl)-6-chloropyridin-2-yl)-N-methylpyrimidine-4-carboxamide